ClC1=NC=C(C(=C1F)C1=C(C=NC(=C1)C)C(=O)NC=1SC(=NN1)OC1CCC(CC1)(C)O)OC 2'-chloro-3'-fluoro-N-(5-(((1s,4s)-4-hydroxy-4-methylcyclohexyl)oxy)-1,3,4-thiadiazol-2-yl)-5'-methoxy-6-methyl-(4,4'-bipyridine)-3-carboxamide